6-(5-chloro-2-{[(2,4-dimethoxyphenyl)methyl](oxan-4-yl)amino}pyrimidin-4-yl)-2-[(5-methyl-1,2,4-oxadiazol-3-yl)methyl]-2,3-dihydro-1H-isoindol-1-one ClC=1C(=NC(=NC1)N(C1CCOCC1)CC1=C(C=C(C=C1)OC)OC)C1=CC=C2CN(C(C2=C1)=O)CC1=NOC(=N1)C